6-(4-tert-butyl-phenyl)-1H-indole C(C)(C)(C)C1=CC=C(C=C1)C1=CC=C2C=CNC2=C1